NC1=NC=C(C=N1)C=1C=C(C=C(C1)N1CCOCC1)S(=O)(=O)C1CN(C1)C(=O)NCC 3-((3-(2-aminopyrimidin-5-yl)-5-morpholinophenyl)sulfonyl)-N-ethylazetidine-1-carboxamide